7-(1-ethylcyclobutyl)-2-(((3S,4R)-3-hydroxytetrahydro-2H-pyran-4-yl)amino)pyrrolo[2,1-f][1,2,4]triazine-5-carbonitrile C(C)C1(CCC1)C1=CC(=C2C=NC(=NN21)N[C@H]2[C@@H](COCC2)O)C#N